C(C1=CC=CC=C1)OC(=O)N1CCC2(CC3(CCC(N3C)=O)CC2=O)CC1 1-methyl-2,13-dioxo-1,10-diazadispiro[4.1.57.25]tetradecane-10-carboxylic acid benzyl ester